C(CCCCCCCCCCCCCCCCCCCCCCCCCCCCC)C(=O)CCCCCCCCCCCCCCCCCCCCCCCCCCCCCC triacontyl ketone